(E)-2,4-dibromo-6-(((4-(8-methylimidazo[1,2-a]pyridin-2-yl)phenyl)imino)methyl)benzene-1,3-diol BrC1=C(C(=CC(=C1O)Br)/C=N/C1=CC=C(C=C1)C=1N=C2N(C=CC=C2C)C1)O